C(CCCC)C1=C(C=C(C=C1)B(O)O)F 4-PENTYL-3-FLUOROPHENYLBORONIC ACID